FC1(CCN(CC1)[C@@H]1C[C@H](N(C1)C(=O)O)C(=O)O)F (2S,4R)-4-(4,4-difluoropiperidin-1-yl)pyrrolidine-1,2-dicarboxylic acid